FC=1C=C(C=CC1OCC1=CC(=CC=C1)F)NC1=NC=NC2=CC=C3C(=C12)OCCN3 N-(3-fluoro-4-(3-fluorobenzyloxy)phenyl)-3,4-dihydro-2H-[1,4]oxazino[2,3-f]quinazolin-10-amine